C(CC\C=C\CCCCC)(=O)OC(CC\C=C\CCCCC)=O trans-4-decenoic anhydride